FC(CCCCCCC(=O)O)(F)F trifluoro-octanoic acid